C(C)(C)(C)OC(=O)N1[C@@H](CN([C@H](C1)C)C=1C2=C(N(C(N1)=O)C=1C(=NC=CC1C)C(C)C)N=C(C(=C2)C#N)C2CCCCC2)C (2R,5S)-4-(6-cyano-7-cyclohexyl-1-(2-isopropyl-4-methylpyridin-3-yl)-2-oxo-1,2-dihydropyrido[2,3-d]pyrimidin-4-yl)-2,5-dimethylpiperazine-1-carboxylic acid tert-butyl ester